FC1=C(C=C(C=C1)N1C(=C(C2=CC(=CC=C12)O)C1CCC(CC1)C(=O)OCC)C1CCOCC1)C Ethyl 4-[1-(4-fluoro-3-methyl-phenyl)-5-hydroxy-2-tetrahydropyran-4-yl-indol-3-yl]cyclohexane-carboxylate